3-[4-[(4-bromoimidazol-1-yl)methyl]-3-fluoro-phenyl]-5-(trifluoromethyl)-1,2,4-oxadiazole BrC=1N=CN(C1)CC1=C(C=C(C=C1)C1=NOC(=N1)C(F)(F)F)F